8-[(2-hydroxyethyl)(6-oxo-6-decyloxyhexyl)amino]octanoic acid (heptadecan-9-yl) ester CCCCCCCCC(CCCCCCCC)OC(CCCCCCCN(CCCCCC(OCCCCCCCCCC)=O)CCO)=O